2-(5-chloro-2-oxo-2,3-dihydro-1H-indol-1-yl)-N-(2-morpholin-4-ylethyl)acetamide ClC=1C=C2CC(N(C2=CC1)CC(=O)NCCN1CCOCC1)=O